5-chloro-2-(4-(((3s,4r)-3-methyltetrahydro-pyran-4-yl)amino)pyrido[3,4-d]pyridazin-1-yl)phenol ClC=1C=CC(=C(C1)O)C1=C2C(=C(N=N1)N[C@H]1[C@@H](COCC1)C)C=NC=C2